[(furan-2-yl)methyl]-3-methyl-2-[(2s)-2-(methylamino)propyl]thieno[3,2-b]pyridin-7-amine O1C(=CC=C1)CC1=CC(=C2C(=N1)C(=C(S2)C[C@H](C)NC)C)N